trimethyl[(1z)-1-propyl-1-butenyl]silane C[Si](\C(=C/CC)\CCC)(C)C